C([C@@H]1[C@H]([C@H](C(O1)OP(=O)(O)O)O)O)OP(=O)(O)O The molecule is a ribose bisphosphate that consists of D-ribose having two monophosphate groups at the 1- and 5-positions. It derives from a D-ribose. It is a conjugate acid of a D-ribose 1,5-bisphosphate(4-).